C(C)(=O)N1CCC(CC1)C(C)(O)C=1C=C2C(N([C@@](C2=C(C1)F)(OC)C1=CC=C(C=C1)Cl)CC1=CC=C(C=N1)C#N)=O 6-{[(1R)-5-[1-(1-Acetylpiperidin-4-yl)-1-hydroxyethyl]-1-(4-chlorophenyl)-7-fluoro-1-methoxy-3-oxo-2,3-dihydro-1H-isoindol-2-yl]methyl}pyridin-3-carbonitril